(1r,4r)-4-(3-chloroanilino)-2'-{3-[(2,3-dihydro-1H-indol-4-yl)oxy]propyl}-2',3'-dihydrospiro[cyclohexane-1,1'-indene]-4-carboxylic acid ClC=1C=C(NC2(CCC3(C(CC4=CC=CC=C34)CCCOC3=C4CCNC4=CC=C3)CC2)C(=O)O)C=CC1